CC1=CC(=NC=2N1N=CC2C(=O)O)C2=CC=NC=C2 7-methyl-5-(pyridin-4-yl)pyrazolo[1,5-a]Pyrimidine-3-carboxylic acid